N-hydroxy-2-(2-methoxy-5-(methyl-(2-methylquinazolin-4-yl)amino)phenyl)-2-methylpropanamide ONC(C(C)(C)C1=C(C=CC(=C1)N(C1=NC(=NC2=CC=CC=C12)C)C)OC)=O